C1(CCC(CC1)C(C)C)CNCCCCNCC1CCC(CC1)C(C)C N,N'-bis(p-menthan-7-yl)-1,4-butanediamine